COC(=O)[C@H]1[C@@H](C([C@H]2OC(OC[C@H]2O1)C1=CC=CC=C1)N1N=NC(=C1)C1=CC(=CC=C1)F)OC (4aR,6R,7R,8aR)-8-(4-(3-fluorophenyl)-1H-1,2,3-triazol-1-yl)-7-methoxy-2-phenylhexahydropyrano[3,2-d][1,3]Dioxin-6-carboxylic acid methyl ester